ClC1=C2C=CNC2=CC=C1Cl 4,5-dichloro-1H-indol